BrC=1C2(C3=CC=CC(=C3C1)C)CCC(CC2)(C(=O)O)NC2=CC(=CC=C2)Cl (1s,4s)-2'-bromo-4-(3-chloroanilino)-4'-methyl-spiro[cyclohexane-1,1'-indene]-4-carboxylic acid